1-(4-Butyl-phenyl)-pyrrole-2,5-dione C(CCC)C1=CC=C(C=C1)N1C(C=CC1=O)=O